C[C@@]1(NC(CC[C@@]2([C@@H]1CCC([C@H]2\C=C\C=2C(OCC2)=O)=C)C)=O)C[C@@H](C(C(=O)O)N)C2=CC=CC=C2.C(C2=CN=CC=C2)(=O)N nicotinamide β(R)-((1R,5aS,6R,9aS)-1,5a-Dimethyl-7-methylene-3-oxo-6-((E)-2-(2-oxo-2,5-dihydrofuran-3-yl)ethenyl)decahydro-1H-benzo[c]azepin-1-yl)methyl-2-amino-3-phenylpropanoate